CC1=CC=C(C=C1)S(=O)(=O)OCC(CCCC(CCCC(CCCC(C)C)C)C)C 2,6,10,14-tetramethylpentadecyl 4-methylbenzenesulfonate